C(=O)(OC(C)(C)C)N(C)C(C(=O)O)CC (boc-(methyl)amino)butanoic acid